NC1=C(C=CC(=C1)N1C(N(C(CC1)=O)CC1=CC=C(C=C1)OC)=O)N1CCN(CC1)C(=O)OC(C)(C)C tert-butyl 4-[2-amino-4-[3-[(4-methoxyphenyl)methyl]-2,4-dioxo-hexahydropyrimidin-1-yl]phenyl]piperazine-1-carboxylate